3-chloro-5-methyl-6,7,8,9-tetrahydro-5H-pyrido[3',4':4,5]pyrrolo[2,3-c]pyridazine ClC1=CC2=C(N=N1)NC1=C2C(NCC1)C